ClC1=NC=CC(=N1)C1(COCC1)OC 2-chloro-4-(3-methoxytetrahydrofuran-3-yl)pyrimidine